(S)-6-benzyl-8-((S)-4-benzyl-2-oxooxazolidine-3-carbonyl)-2,6-diazaspiro[3.4]octane-2-carboxylic acid tert-butyl ester C(C)(C)(C)OC(=O)N1CC2(C1)CN(C[C@H]2C(=O)N2C(OC[C@@H]2CC2=CC=CC=C2)=O)CC2=CC=CC=C2